2-(piperidin-4-yl)-[4,5'-bibenzo[d][1,3]dioxol]-6-carboxamide hydrochloride Cl.N1CCC(CC1)C1OC2=C(O1)C=C(C=C2C2=CC1=C(OCO1)C=C2)C(=O)N